2-chloro-4-(pyridin-3-yl)-6,7-dihydro-5H-cyclopenta[d]pyrimidine ClC=1N=C(C2=C(N1)CCC2)C=2C=NC=CC2